7-bromo-6-chloro-3-cyano-2,8-dimethoxyquinolin BrC1=C(C=C2C=C(C(=NC2=C1OC)OC)C#N)Cl